5-(2-aminophenyl)-N-isopropylthiophene-2-carboxamide NC1=C(C=CC=C1)C1=CC=C(S1)C(=O)NC(C)C